C1(=CC(=CC2=CC(=CC=C12)S(=O)(=O)[O-])S(=O)(=O)[O-])S(=O)(=O)[O-].[Na+].[Na+].[Na+] trisodium 1,3,6-naphthaleneTrisulfonate